C(C)C(C(=O)O)(CCCC)CC.C(C)C(C(=O)OCC)CCCC ethyl 2-ethylhexanoate (ETHYL ETHYL CAPROATE)